C1(CC1)CN1C(=CC=2C1=NC=CC2)C2=NC1=C(N2C)C(=CC(=C1)C(=O)OC)OC(F)F Methyl 2-[1-(cyclopropylmethyl)-1H-pyrrolo[2,3-b]pyridin-2-yl]-7-(difluoromethoxy)-1-methyl-1H-1,3-benzodiazole-5-carboxylate